N-(tert-butyl)-4-(4-((2-((2-(dimethylamino)-1H-benzo[d]imidazol-6-yl)amino)-5-fluoropyrimidine-4-yl)amino)phenyl)piperazine-1-carboxamide C(C)(C)(C)NC(=O)N1CCN(CC1)C1=CC=C(C=C1)NC1=NC(=NC=C1F)NC=1C=CC2=C(NC(=N2)N(C)C)C1